ClC1=C(C=C(C=C1)C(C=1NC=CC1)C1=CC=CC=C1)C=1C(=CC=C(C1F)OCCOC)C(=O)N 2'-chloro-6-fluoro-5-(2-methoxyethoxy)-5'-(phenyl(1H-pyrrol-2-yl)methyl)-[1,1'-biphenyl]-2-carboxamide